4-(6-fluoro-2-oxo-2,3-dihydro-1H-benzo[d]imidazol-1-yl)piperidine-1-carboxylic acid tert-butyl ester C(C)(C)(C)OC(=O)N1CCC(CC1)N1C(NC2=C1C=C(C=C2)F)=O